C(C)NC(=O)NC1=C(C=C(C=C1)C1=NC=NC(=C1)NCCN1C(=CC2=C(C=CC(=C12)F)OC)C)OC 1-Ethyl-3-(4-{6-[2-(7-fluoro-4-methoxy-2-methyl-indol-1-yl)-ethylamino]-pyrimidin-4-yl}-2-methoxy-phenyl)-urea